C(C1=CC=CC=C1)OCC(=O)NC=1N=C2N(N=C(C=C2)Cl)C1 2-(benzyloxy)-N-(6-chloroimidazo[1,2-b]pyridazin-2-yl)acetamide